2-(Tetrahydro-5-methyl-5-vinylfuran-2-yl)-propan-2-ol CC1(CCC(O1)C(C)(C)O)C=C